C(C)(C)(C)OC(=O)N1C(CNC(C1)C)C.C(C)(C)(C)OC(=O)N1[C@H](CN[C@@H](C1)C)C (2S,5R)-2,5-dimethylpiperazine-1-carboxylic acid tert-butyl ester tert-butyl-2,5-dimethylpiperazine-1-carboxylate